ethenylenebis[N-ethyl-N-(triethylsilyl)aniline] C(=CC1=C(N(CC)[Si](CC)(CC)CC)C=CC=C1)C1=C(N([Si](CC)(CC)CC)CC)C=CC=C1